2-[4-[8-[3-chloro-4-[4-(piperidine-4-carbonyl)piperazine-1-carbonyl]anilino]imidazo[1,2-a]pyrazin-3-yl]-3-(trifluoromethyl)pyrazol-1-yl]acetonitrile ClC=1C=C(NC=2C=3N(C=CN2)C(=CN3)C=3C(=NN(C3)CC#N)C(F)(F)F)C=CC1C(=O)N1CCN(CC1)C(=O)C1CCNCC1